BrC1=C(C=C(C(=C1)C(F)(F)F)C(C)(C)C)C 1-bromo-4-tert-butyl-2-methyl-5-(trifluoromethyl)benzene